O1C(CC1)COCC(COCC1OC1)(COCC1OC1)COCC1OCC1 2,2'-[[2,2-bis[(oxetanylmethoxy)methyl]-1,3-propylene]bis(oxymethylene)]bis-oxirane